(2-tert-butyl-4-methoxyphenol) adamantaneacetate C12(CC3CC(CC(C1)C3)C2)CC(=O)OC2=C(C=C(C=C2)OC)C(C)(C)C